BrC(C1=CC(=C(C=2OC3=CC=CC=C3C(C12)=O)OC)OC)Br 1-(dibromomethyl)-3,4-dimethoxy-9H-xanthen-9-one